CC1=NOC(=C1C1=CC2=C(N(C(=N2)[C@@H]2CCCC(N2C2=CC(=C(C=C2)F)F)=O)C2CCC(CC2)OC)C=C1)C (S)-6-(5-(3,5-dimethylisoxazol-4-yl)-1-((1r,4S)-4-methoxycyclohexyl)-1H-benzo[d]imidazol-2-yl)-1-(3,4-di-fluorophenyl)piperidin-2-one